piperidin-4-one HCl Cl.N1CCC(CC1)=O